Methyl 1-(2-ethynylthiazole-4-carbonyl)piperidine-3-carboxylate C(#C)C=1SC=C(N1)C(=O)N1CC(CCC1)C(=O)OC